1,1-bis(4'-hydroxyphenyl)n-hexane OC1=CC=C(C=C1)C(CCCCC)C1=CC=C(C=C1)O